C(C=C)(=O)O.C(C=C)(=O)O.OC(CC)(O)O 1-trihydroxymethyl-ethane diacrylate